ethyl 5-(difluoromethyl)-1H-pyrazole-3-carboxylate FC(C1=CC(=NN1)C(=O)OCC)F